N1(C=NC=C1)C(=S)OC([C@H]1N(CCC1)C(=O)OC(C)(C)C)C1=CC=CC=C1 tert-butyl (S)-2-(((1H-imidazole-1-carbonothioyl)oxy)(phenyl)methyl)pyrrolidine-1-carboxylate